O.O.Cl.Cl dihydrochloride, dihydrate